ON\C(\C1=CN=CC(=C1)OC)=N\[H] (E)-N-hydroxy-5-methoxynicotinimidamide